C1CCC12CN(CC2)C(=O)C2CCC(CC2)C2=C(N(C=1N=CN=C(C12)N)C)C1=CC=C(C=C1)NC(C(=C)C)=O (R)-N-(4-(5-(4-(6-azaspiro[3.4]octane-6-carbonyl)cyclohexan-1-yl)-4-amino-7-methyl-7H-pyrrolo[2,3-d]pyrimidin-6-yl)phenyl)methacrylamide